CN[C@@H]1[C@H](CCC2=CC=CC=C12)O (1S,2S)-1-(methylamino)-1,2,3,4-tetrahydro-naphthalen-2-ol